BrC1=CC=C(N1)C(=O)OCC ethyl 5-bromopyrrole-2-carboxylate